N1=C(C=CC=C1)C1=CC=2C=NC=CC2S1 2-(2-pyridyl)thieno[3,2-c]pyridin